N[C@H](C#N)[C@@H]1C2=CC(=C(C=C2OCC12CC2)F)F (S)-2-amino-2-((S)-6,7-difluorospiro[chromane-3,1'-cyclopropan]-4-yl)acetonitrile